CC1(C(N(C1)C1=CC=C(C=C1)NC(C1=C(C=CC(=C1)[N+](=O)[O-])SC1=NN=NN1C)=O)=O)C N-[4-(3,3-dimethyl-2-oxoazetidin-1-yl)phenyl]-2-[(1-methyl-1H-1,2,3,4-tetrazol-5-yl)sulfanyl]-5-nitrobenzamide